2,3-diphenyl-5-(4,4,5,5-tetramethyl-1,3,2-dioxaborolan-2-yl)quinoxaline C1(=CC=CC=C1)C1=NC2=CC=CC(=C2N=C1C1=CC=CC=C1)B1OC(C(O1)(C)C)(C)C